Cl.Cl.ClC=1C=C2C(=NN(C2=CC1)CCC[C@H]1NCCC[C@@H]1O)C1CC1 (2R,3S)-2-(3-(5-chloro-3-cyclopropyl-1H-indazol-1-yl)propyl)piperidin-3-ol dihydrochloride